CS(=O)(=O)N1C=CC2=CC=CC=C12 (methylsulfonyl)-1H-indol